N-(6-((3aR,6aS)-5,5-difluorohexahydrocyclopenta[c]pyrrol-2(1H)-yl)-2,2-dimethyl-2,3-dihydrobenzofuran-5-yl)pyrazolo[1,5-a]pyrimidine-3-carboxamide FC1(C[C@@H]2[C@@H](CN(C2)C2=CC3=C(CC(O3)(C)C)C=C2NC(=O)C=2C=NN3C2N=CC=C3)C1)F